FC1=C(N=CC2=C1N=C(N=C2N2C[C@H]1CC[C@@H](C2)N1C(=O)OC(C)(C)C)OC[C@H]1N(CCC1)C)C1=CC(=CC2=CC=CC=C12)O tert-butyl (1R,5S)-3-(8-fluoro-7-(3-hydroxynaphthalen-1-yl)-2-(((S)-1-methylpyrrolidin-2-yl)methoxy)pyrido[4,3-d]pyrimidin-4-yl)-3,8-diazabicyclo[3.2.1]octane-8-carboxylate